FC1(CC(C1)=O)F difluorocyclobutanone